CC(C)(C)C1=CC(=C(C=C1)OP2OCC3(CO2)COP(OC3)OC4=C(C=C(C=C4)C(C)(C)C)C(C)(C)C)C(C)(C)C bis(2,4-di-tert-Butylphenyl)pentaerythritol diphosphate